N'-[3-chloro-5-(2,7-dimethyl-4,5,6,7-tetrahydropyrazolo[3,4-c]pyridine-6-ium-3-yl)phenyl]sulfonyl-N,N-dimethyl-formamidine ClC=1C=C(C=C(C1)C=1N(N=C2C([NH2+]CCC21)C)C)S(=O)(=O)N=CN(C)C